NC(CO)CO (+/-)-serinol